N-(7-azido-3-fluoro-4,7-dimethyl-8-oxo-5,6,7,8-tetrahydronaphthalen-1-yl)acetamide N(=[N+]=[N-])C1(CCC=2C(=C(C=C(C2C1=O)NC(C)=O)F)C)C